N-(4-{[6,7-bis(methyloxy)quinolin-4-yl]oxy}phenyl)-N'-[2-(pyrrolidin-1-ylmethyl)phenyl]cyclopropane-1,1-dicarboxamide COC=1C=C2C(=CC=NC2=CC1OC)OC1=CC=C(C=C1)NC(=O)C1(CC1)C(=O)NC1=C(C=CC=C1)CN1CCCC1